NC(C(CN1C(=NC2=C1C=C(C=C2)C(=O)O)CC2=C(C=C(C=C2)C2=NC(=CC=C2)OCC2=C(C=C(C=C2)C#N)F)F)OC)=O 1-(3-amino-2-methoxy-3-oxopropyl)-2-(4-(6-((4-cyano-2-fluorobenzyl)oxy)pyridin-2-yl)-2-fluorobenzyl)-1H-benzo[d]imidazole-6-carboxylic acid